potassium 3-(2-(2-(2-(thiophen-3-yloxy)ethoxy)ethoxy)ethoxy)propanoate S1C=C(C=C1)OCCOCCOCCOCCC(=O)[O-].[K+]